3-(7-chloro-2-ethylsulfanyl-8-fluoro-5-hydroxy-pyrido[4,3-d]pyrimidin-4-yl)-3,8-diazabicyclo[3.2.1]octane-8-carboxylic acid tert-butyl ester C(C)(C)(C)OC(=O)N1C2CN(CC1CC2)C=2C1=C(N=C(N2)SCC)C(=C(N=C1O)Cl)F